(S)-7-(1-amino-5-(tert-butoxy)-1,5-dioxopentan-2-yl)-5-methyl-6-oxo-7,8-dihydro-2H,6H-spiro[furo[2,3-e]isoindole-3,4'-piperidine]-1'-carboxylic acid tert-butyl ester C(C)(C)(C)OC(=O)N1CCC2(CC1)COC1=C3CN(C(C3=C(C=C12)C)=O)[C@H](C(=O)N)CCC(=O)OC(C)(C)C